3-aminopyridine-2-carboxaldehyde-thiosemicarbazone NC=1C(=NC=CC1)C=NNC(=S)N